O6-(2-nitro-5-methoxybenzyl)-2',3',5'-tri-O-tert-butyldimethylsilylguanosine [N+](=O)([O-])C1=C(COC=2C=3N=CN([C@H]4[C@H](O[Si](C)(C)C(C)(C)C)[C@H](O[Si](C)(C)C(C)(C)C)[C@@H](CO[Si](C)(C)C(C)(C)C)O4)C3N=C(N2)N)C=C(C=C1)OC